CC1=CC=C(C=C1)S(=O)(=O)OCCCC1CCC(CC1)N1N=C(C=C1)C(NC1C(C(C1(C)C)OC1=CC(=C(C=C1)C#N)Cl)(C)C)=O 3-(4-(3-(((1r,3r)-3-(3-chloro-4-cyanophenoxy)-2,2,4,4-tetramethylcyclobutyl)carbamoyl)-1H-pyrazol-1-yl)cyclohexyl)propyl 4-methylbenzenesulfonate